3-[4-(1-cyclopentylpyrazol-4-yl)phenyl]-5-(trifluoromethyl)-4H-1,2-oxazol-5-ol C1(CCCC1)N1N=CC(=C1)C1=CC=C(C=C1)C1=NOC(C1)(O)C(F)(F)F